1-((3,3-difluoro-1-methylcyclobutyl)methyl)-3-(1,1-difluoroethyl)-4-methyl-N-(2-(methylsulfonyl)pyridin-4-yl)-1H-pyrazole-5-carboxamide FC1(CC(C1)(C)CN1N=C(C(=C1C(=O)NC1=CC(=NC=C1)S(=O)(=O)C)C)C(C)(F)F)F